N-(3-((2-bromo-4-(perfluoropropan-2-yl)-6-(trifluoromethyl)phenyl)carbamoyl)-2-fluorophenyl)-2-chloronicotinamide BrC1=C(C(=CC(=C1)C(C(F)(F)F)(C(F)(F)F)F)C(F)(F)F)NC(=O)C=1C(=C(C=CC1)NC(C1=C(N=CC=C1)Cl)=O)F